4-methyl-[1,1'-biphenyl]-3-amine CC1=C(C=C(C=C1)C1=CC=CC=C1)N